4-[(3aS,7aR)-1-(5-chloro-2-pyridyl)-3,3a,4,6,7,7a-hexahydro-2H-pyrrolo[3,2-c]pyridin-5-yl]-6-chloro-1-methyl-2-oxo-1,5-naphthyridine-3-carbonitrile ClC=1C=CC(=NC1)N1CC[C@H]2CN(CC[C@H]21)C2=C(C(N(C1=CC=C(N=C21)Cl)C)=O)C#N